C(C=C)N(C(C(F)(F)F)=O)CCC1=C(C=CC(=C1)Cl)Br N-Allyl-N-(2-bromo-5-chlorophenethyl)-2,2,2-trifluoroacetamide